ClC=1OC(=C(N1)N1C=CC=2C=CC=NC2C1=O)C1=CC=C(C=C1)F 7-(2-Chloro-5-(4-fluorophenyl)oxazol-4-yl)-1,7-naphthyridin-8(7H)-one